N-(((2S,4R)-4-hydroxypyrrolidin-2-yl)methyl)-4-(5-methyl-7H-pyrrolo[2,3-d]pyrimidin-4-yl)-3,4-dihydro-2H-1,4-thiazine-6-carboxamide O[C@@H]1C[C@H](NC1)CNC(=O)C1=CN(CCS1)C=1C2=C(N=CN1)NC=C2C